(±)-((1R,7a'S)-2,2-difluorodihydro-1'H,3'H-spiro[cyclopropane-1,2'-pyrrolizine]-7a'(5'H)-yl-5',5'-d2)methane-d2 FC1(C[C@@]12C[C@@]1(CCC(N1C2)([2H])[2H])C([2H])[2H])F |r|